2-dimethylamino-2-(4-morpholin-4-yl-phenyl)-butane-1-one CN(C(C=O)(CC)C1=CC=C(C=C1)N1CCOCC1)C